2-fluoro-4-methyl-5-[(2,2,2-trifluoroethyl)sulfanyl]aniline FC1=C(N)C=C(C(=C1)C)SCC(F)(F)F